C(CCCCCCC)(=O)C(O)[C@H](N)[C@H](O)\C=C\CCCCCCCCCCCCC n-octanoyl-sphingosine